3-phenyl-2-propen-1-ol C1(=CC=CC=C1)C=CCO